CS\C=C(/C)\C(C#N)(C#N)C(=C)C=1C=NC=CC1 (E)-2-(1-(methylthio)prop-1-en-2-yl)-2-(1-(pyridin-3-yl)vinyl)malononitrile